Cl.NC1C(NC(CC1)=O)=O 3-aminopiperidine-2,6-dione hydrogen chloride